ethyl 5-hydroxy-1-(4-methoxybenzyl)-1H-pyrazole-4-carboxylate OC1=C(C=NN1CC1=CC=C(C=C1)OC)C(=O)OCC